C(C)N(C)C[SiH](C=C)C=C (N-ethylmethylamino)methyldivinylsilane